C(CC=C)N1C=NC2=CC(=CC=C2C1=O)Br 3-(But-3-enyl)-7-bromoquinazolin-4(3H)-one